tert-butyl (S)-((3'-chloro-2'-(2-chloro-3-(4-formyl-5-methoxypicolinamido)phenyl)-6-methoxy-[2,4'-bipyridin]-5-yl)methyl)((5-oxopyrrolidin-2-yl)methyl)carbamate ClC=1C(=NC=CC1C1=NC(=C(C=C1)CN(C(OC(C)(C)C)=O)C[C@H]1NC(CC1)=O)OC)C1=C(C(=CC=C1)NC(C1=NC=C(C(=C1)C=O)OC)=O)Cl